F[C@@H]1CN(CC[C@@H]1NC1=C2C=C(N(C2=CC=C1)CC(F)(F)F)C#CCNC1=C(C=C(C(=O)O)C=C1)OC)C |r| rac-4-((3-(4-(((3R,4S)-3-fluoro-1-methylpiperidin-4-yl)amino)-1-(2,2,2-trifluoroethyl)-1H-indol-2-yl)prop-2-yn-1-yl)amino)-3-methoxybenzoic acid